C(\C=C/C(=O)N)(=O)[O-] MALEAMATE